NC=1C=NC2=CC=CC=C2C1N[C@@H](CC)C1(CCCC1)O 1-[(1S)-1-[(3-amino-4-quinolinyl)amino]propyl]cyclopentanol